aminopropyltriaminosilane NCCC[Si](N)(N)N